O1C(CCCC1)N1N=CC2=C(C(=CC=C12)C#C[Si](C)(C)C)B1OC(C(O1)(C)C)(C)C 1-(tetrahydro-2H-pyran-2-yl)-4-(4,4,5,5-tetramethyl-1,3,2-dioxaborolan-2-yl)-5-((trimethylsilyl)ethynyl)-1H-indazole